5-(4-(2-(3-(fluoromethyl)azetidin-1-yl)ethoxy)phenyl)-8-(trifluoromethyl)-5H-[1]benzopyrano[4,3-c]quinolin-2-ol FCC1CN(C1)CCOC1=CC=C(C=C1)C1OC2=C(C=CC(=C2)C(F)(F)F)C=2C=NC=3C=C(C=CC3C21)O